2-(4-(8-bromo-2-oxo-2,3-dihydro-1H-imidazo[4,5-c]quinolin-1-yl)phenyl)-2-methylpropanenitrile BrC1=CC=2C3=C(C=NC2C=C1)NC(N3C3=CC=C(C=C3)C(C#N)(C)C)=O